N1N=CC(=C1)C1=CC=C(C=C1)NC1=NC(=NC=C1)C1=CC=C2C=C(NC2=C1)C(=O)N1CCCC1 (6-(4-((4-(1H-pyrazol-4-yl)phenyl)amino)pyrimidin-2-yl)-1H-indol-2-yl)(pyrrolidin-1-yl)methanone